(2'-(4,5-Dimethyl-1H-imidazol-2-yl)-3,4'-bipyridin-5-yl)(3-oxa-9-azaspiro[5.5]undecan-9-yl)methanon CC=1N=C(NC1C)C1=NC=CC(=C1)C=1C=NC=C(C1)C(=O)N1CCC2(CCOCC2)CC1